2-(4-(2-(7-(5-chloropyrimidin-2-yl)-7-azaspiro[3.5]nonan-2-yl)ethoxy)-2-fluorophenyl)-1-(4-((2S,3R,4R,5R)-2,3,4,5,6-pentahydroxyhexyl)piperazin-1-yl)ethan-1-one ClC=1C=NC(=NC1)N1CCC2(CC(C2)CCOC2=CC(=C(C=C2)CC(=O)N2CCN(CC2)C[C@@H]([C@H]([C@@H]([C@@H](CO)O)O)O)O)F)CC1